(2S)-2-{[(1S)-1-(3,4-dimethoxyphenyl)-2,2,2-trifluoroethyl]amino}-5,5-dimethylhexanoic acid COC=1C=C(C=CC1OC)[C@@H](C(F)(F)F)N[C@H](C(=O)O)CCC(C)(C)C